disodium 4,4'-dichlorobenzophenone ClC1=CC=C(C(=O)C2=CC=C(C=C2)Cl)C=C1.[Na].[Na]